(4Z,7Z,10Z,13Z,16Z,19Z)-docosahexaenoic acid CC/C=C\C/C=C\C/C=C\C/C=C\C/C=C\C/C=C\CCC(=O)O